CC1=CC=CC(=N1)N1CCC(CC1)CCNC(OCC(=O)NC)=O 2-(methylamino)-2-oxoethyl {2-[1-(6-methyl-2-pyridyl)-4-piperidinyl]ethyl}carbamate